C(C(=C)C)(=O)OC[Si](OC)(OC)C methacryloxymethyl-methyl-dimethoxysilane